C1(=NC=CC2=CC=CC=C12)C=NO isoquinoline-1-carbaldehyde oxime